F[C@@H]1C2CC[C@@H](C[C@@H]1N(C1=CN=C(N=N1)C=1C=C3C=CN(C(C3=CC1O)=O)C)C)N2 6-(6-{[(2R,3S,5S)-2-fluoro-8-azabicyclo[3.2.1]octan-3-yl](methyl)amino}-1,2,4-triazin-3-yl)-7-hydroxy-2-methyl-1,2-dihydroisoquinolin-1-one